CS(=O)(=O)O[C@@H]1CN([C@@H]2CC[C@H]1[C@H]2NC(=O)OC(C)(C)C)CC2=CC=CC=C2 (1R,4S,5S,8R)-2-benzyl-8-((tert-butoxycarbonyl)amino)-2-azabicyclo[3.2.1]octan-4-yl methanesulfonate